acrylic acid sulfate S(=O)(=O)(O)O.C(C=C)(=O)O